1-(2,2,3,6-tetramethyl-1-cyclohexyl)-2-buten-1-one CC1(C(C(CCC1C)C)C(C=CC)=O)C